COC1=CC=C(C=C1)C1=NC(=NC(=N1)C(Cl)(Cl)Cl)C(Cl)(Cl)Cl 2-(4-methoxyphenyl)4,6-bis-trichloromethyl-[1,3,5]triazine